5-chloro-N-[2,4-difluoro-3-(2-{[(1r,4r)-4-hydroxycyclohexyl]amino}quinazolin-6-yl)phenyl]-2-methoxypyridine-3-sulfonamide ClC=1C=C(C(=NC1)OC)S(=O)(=O)NC1=C(C(=C(C=C1)F)C=1C=C2C=NC(=NC2=CC1)NC1CCC(CC1)O)F